4-Cyclopropyl-3-(tetrahydrofuran-3-yl)-N-(2-(trifluoromethyl)pyridin-4-yl)isothiazole-5-carboxamide C1(CC1)C=1C(=NSC1C(=O)NC1=CC(=NC=C1)C(F)(F)F)C1COCC1